9,9-bis[4-(3,4-dicarboxyphenoxy)-phenyl]fluorene C(=O)(O)C=1C=C(OC2=CC=C(C=C2)C2(C3=CC=CC=C3C=3C=CC=CC23)C2=CC=C(C=C2)OC2=CC(=C(C=C2)C(=O)O)C(=O)O)C=CC1C(=O)O